BrC1=C(C(=CC=C1)CC)Cl 1-bromo-2-chloro-3-ethyl-benzene